6-azaspiro[4.4]nonane-9-carboxylate C1CCCC12NCCC2C(=O)[O-]